6-[5-[[1-[2-(aminomethyl)-3,3-difluoro-allyl]-5-oxo-1,2,4-triazol-4-yl]methyl]-4-fluoro-2-thienyl]-1-methyl-3,4-dihydroquinolin-2-one NCC(CN1N=CN(C1=O)CC1=C(C=C(S1)C=1C=C2CCC(N(C2=CC1)C)=O)F)=C(F)F